N-[3-(3,5-dimethylisoxazol-4-yl)-4-[[(2R)-2-piperidyl]methoxy]phenyl]isoxazole-4-carboxamide CC1=NOC(=C1C=1C=C(C=CC1OC[C@@H]1NCCCC1)NC(=O)C=1C=NOC1)C